(2S,3R)-pentane-2,3-diol C[C@@H]([C@@H](CC)O)O